tert-butyl 3-(6-(pyridin-4-yl)-1H-benzo[d]imidazol-1-yl)azepane-1-carboxylate N1=CC=C(C=C1)C=1C=CC2=C(N(C=N2)C2CN(CCCC2)C(=O)OC(C)(C)C)C1